ClC1=CC=C2C(=CC=NC2=C1)NC(CCCN(CC)CC)C 7-Chloro-4-[[4-(diethyl-amino)-1-methylbutyl]amino]quinoline